C(C)(=O)N1C[C@H](OCC1)C(=O)N(C)[C@H](C(F)(F)F)C1=NC=C(C=C1)N[C@@H]1C(C2=CC=CC=C2C1)(C)C (S)-4-Acetyl-N-((S)-1-(5-(((S)-1,1-dimethyl-2,3-dihydro-1H-inden-2-yl)amino)pyridin-2-yl)-2,2,2-trifluoroethyl)-N-methylmorpholine-2-carboxamide